BrC1=CC=C(C=C1)[C@@H](CCN1CCCCC1)NC(=O)C1=CC=2C(=NC=3CC[C@@H](CC3C2)C(C)(C)C)S1 (S)-N-((R)-1-(4-bromophenyl)-3-(piperidin-1-yl)propyl)-6-(tert-butyl)-5,6,7,8-tetrahydrothieno[2,3-b]quinoline-2-carboxamide